(Z)-6-nonen-1-al C(CCCC\C=C/CC)=O